CC=1C=C(\C=N\NC2=C3N=CN(C3=NC(=N2)N2CCOCC2)C2CCN(CC2)C(=O)C2=NC=CC=C2)C=CC1 (E)-(4-(6-(2-(3-methylbenzylidene)hydrazinyl)-2-morpholino-9H-purin-9-yl)piperidin-1-yl)(pyridin-2-yl)methanone